2-methyl-5-(2-phenyl-imidazol-1-yl)-pyrimidine-d CC1=NC=C(C(=N1)[2H])N1C(=NC=C1)C1=CC=CC=C1